C(#N)N1C[C@]2(CCC2C1)NC(=O)C1=NNC(=C1)C1=C(C=NC=C1)SC1=CC=CC=C1 N-((1R)-3-Cyano-3-azabicyclo[3.2.0]heptan-1-yl)-5-(3-(phenylthio)pyridin-4-yl)-1H-pyrazol-3-carboxamid